tert-butyl L-leucinate hydrochloride salt Cl.N[C@@H](CC(C)C)C(=O)OC(C)(C)C